C(C)(C)(C)OC(N[C@@H]1[C@@H](OCC12CCN(CC2)C2=NC=C(N=C2)SC2=C(C=1N(C=C2)C=CN1)Cl)C)=O ((3S,4S)-8-(5-((8-chloroimidazo[1,2-a]pyridin-7-yl)thio)pyrazin-2-yl)-3-methyl-2-oxa-8-azaspiro[4.5]decan-4-yl)carbamic acid tert-butyl ester